(1-(4-fluorophenyl)-4-(4-(4-methylpiperazin-1-yl)-4-oxobutyl)-1H-imidazol-2-yl)-3-(1-methyl-1H-pyrazol-4-yl)benzamide FC1=CC=C(C=C1)N1C(=NC(=C1)CCCC(=O)N1CCN(CC1)C)C1=C(C(=O)N)C=CC=C1C=1C=NN(C1)C